C(C)OC(C1=CC(=C(C=C1)OC1=C(C=C(C(=C1)C#N)C#N)Cl)OC)=O 4-(2-chloro-4,5-dicyanophenoxy)-3-methoxybenzoic acid ethyl ester